1-{8-acetyl-8-azabicyclo[3.2.1]octane-3-carbonyl}-4-fluoro-N-{phenyl-[4-(propan-2-yl)phenyl]methyl}pyrrolidine-2-carboxamide C(C)(=O)N1C2CC(CC1CC2)C(=O)N2C(CC(C2)F)C(=O)NC(C2=CC=C(C=C2)C(C)C)C2=CC=CC=C2